5-(METHOXYCARBONYL)PYRIDINE-3-BORONIC ACID COC(=O)C=1C=C(C=NC1)B(O)O